1-(3,3-dimethylbutyl)-1H-1,2,3-triazole-5-carboxylic acid CC(CCN1N=NC=C1C(=O)O)(C)C